BrC1=CC2=C(C=CS2)C(=C1N)Cl 6-bromo-4-chloro-benzothiophen-5-amine